6-(4-Bromobenzoyl)-2-(2-fluoro-6-methoxyphenyl)-5-hydroxypyridazin-3(2H)-one BrC1=CC=C(C(=O)C=2C(=CC(N(N2)C2=C(C=CC=C2OC)F)=O)O)C=C1